rel-3-chloro-4-[(3,5-difluoropyridin-2-yl)methoxy]-2'-[3-(2-hydroxypropan-2-yl)-4-methyl-2-oxopyridin-1-yl]-5',6-dimethyl-[1,4'-bipyridin]-2-one ClC=1C(N(C(=CC1OCC1=NC=C(C=C1F)F)C)C1=CC(=NC=C1C)N1C(C(=C(C=C1)C)C(C)(C)O)=O)=O